F[Si]1(C2=CC=CC=C2C=2C=CC=CC12)F 9,9-difluoro-9-silafluorene